10-phenylacridine perchlorate Cl(=O)(=O)(=O)O.C1(=CC=CC=C1)N1C=2C=CC=CC2CC2=CC=CC=C12